methyl 4-((R)-[3,4'-bipiperidin]-1-yl)-2-methylbutanoate dihydrochloride Cl.Cl.N1(C[C@H](CCC1)C1CCNCC1)CCC(C(=O)OC)C